C(C)C=1C=C(C=C2C=NNC12)C[C@H](C(=O)N1CC2=C(CC1)NN=C2)NC(=O)N2CCC(CC2)N2C(NC1=CC=CC=C1C2)=O |r| (±)-N-(3-(7-Ethyl-1H-indazol-5-yl)-1-(6,7-dihydro-1H-pyrazolo[4,3-c]pyridin-5(4H)-yl)-1-oxopropan-2-yl)-4-(1,2-dihydro-2-oxoquinazolin-3(4H)-yl)-piperidine-1-carboxamide